CC1=NN(C=C1)C(=O)OC1=CC=C(C=C1)[N+](=O)[O-] 4-nitrophenyl 3-methyl-1H-pyrazole-1-carboxylate